ClC=1C=C(C=CC1Cl)C=1N=C(SC1CC(C)C)NCC(C(=O)OC(C)(C)C)CC1=CC(=CC=C1)C(N(C)C)=O tert-butyl 3-(4-(3,4-dichlorophenyl)-5-isobutylthiazol-2-ylamino)-2-(3-(dimethylcarbamoyl)benzyl)propanoate